NC1=C2C(=NC=C1C#N)N(C(=C2C2=CC(=C(C=C2)OC2=NC=CC(=N2)C)OC)C2=CC=C(C=C2)NC(C=C)=O)C N-(4-(4-amino-5-cyano-3-(3-methoxy-4-((4-methylpyrimidin-2-yl)oxy)phenyl)-1-methyl-1H-pyrrolo[2,3-b]pyridin-2-yl)phenyl)acrylamide